FC(C=1C=C(C=CC1)C1=C(C(=CC=C1)C[C@@H]1N(CC([C@@H]1NS(=O)(=O)C)(F)F)C(C(C)(C)O)=O)F)F N-[(2S,3R)-2-{[3'-(difluoromethyl)-2-fluoro[1,1'-biphenyl]-3-yl]methyl}-4,4-difluoro-1-(2-hydroxy-2-methylpropanoyl)pyrrolidin-3-yl]methanesulfonamide